1'-(1H-indazole-5-carbonyl)-7-isopropyl-spiro[isochroman-3,4'-piperidin]-1-one N1N=CC2=CC(=CC=C12)C(=O)N1CCC2(CC1)OC(C1=CC(=CC=C1C2)C(C)C)=O